CN(C)S=C(O)C(=O)Cl dimethylaminothiocarboxycarbonyl chloride